ClC=1C(=C(C=CC1Cl)NC1=NC=NC2=CC(=C(C=C12)O[C@@H](C)C1=NC=CC=N1)C=1C=NN(C1)C)F (S)-N-(3,4-dichloro-2-fluorophenyl)-7-(1-methyl-1H-pyrazol-4-yl)-6-(1-(pyrimidin-2-yl)ethoxy)quinazolin-4-amine